C(C)(=O)OC=1C=C(C=CC1C(=O)OC)C1=CC=C(C=C1)[C@H](C(F)(F)F)OC1=CC(=NC(=N1)N)N1CCC2(C[C@H](NC2)C(=O)O)CC1 (S)-8-(6-((R)-1-(3'-acetoxy-4'-(methoxycarbonyl)-[1,1'-biphenyl]-4-yl)-2,2,2-trifluoroethoxy)-2-aminopyrimidin-4-yl)-2,8-diazaspiro[4.5]decane-3-carboxylic acid